[NH4+].C(CCCCCCCC(=O)[O-])(=O)[O-].[NH4+] azelaic acid ammonium salt